1-(3-((5-bromo-2-((1-(1-isobutylazetidin-3-yl)-1H-pyrazol-4-yl)amino)pyrimidin-4-yl)amino)propyl)pyrrolidin-2-one BrC=1C(=NC(=NC1)NC=1C=NN(C1)C1CN(C1)CC(C)C)NCCCN1C(CCC1)=O